methyl (S)-3-((5-chloro-4-(methylcarbamoyl)-2-nitrophenyl) amino)-4,4-dimethylvalerate ClC=1C(=CC(=C(C1)N[C@@H](CC(=O)OC)C(C)(C)C)[N+](=O)[O-])C(NC)=O